3-(2,6-dichloropyridin-4-yl)-4-methylaniline ClC1=NC(=CC(=C1)C=1C=C(N)C=CC1C)Cl